2-(2,6-dioxopiperidin-3-yl)-4-[3-(piperazin-1-ylmethyl)azetidin-1-yl]isoindole-1,3-dione O=C1NC(CCC1N1C(C2=CC=CC(=C2C1=O)N1CC(C1)CN1CCNCC1)=O)=O